C(C)(C)(C)P(C(C)(C)C)CC1=C(C=CC=C1)CP(C(C)(C)C)C(C)(C)C 1,2-Bis(ditert-butylphosphinomethyl)benzol